10-((2-butyloctyl)oxy)-10-oxodecanoic acid C(CCC)C(COC(CCCCCCCCC(=O)O)=O)CCCCCC